C(C)(C)(C)C=1C=C(C=CC1)C(C)N1C[C@@H](N(C[C@H]1C)C=1C=2N=C(N(C2N(C(N1)=O)C)CC)CC#N)C 2-(6-((2S,5R)-4-(1-(3-(tert-butyl)phenyl)ethyl)-2,5-dimethylpiperazin-1-yl)-9-ethyl-3-methyl-2-oxo-3,9-dihydro-2H-purin-8-yl)acetonitrile